FC(N1C=C(C=2C1=NC=C(C2)NC(C=C)=O)C#CC=2SC(=CC2)F)F N-(1-(Difluoromethyl)-3-((5-fluorothiophen-2-yl)ethynyl)-1H-pyrrolo[2,3-b]pyridin-5-yl)acrylamide